C(N)(=O)[C@]1(CCC[C@@]2(C=3C=C(C=CC3CC[C@@H]12)OCCNC(OC(C)(C)C)=O)C)C tert-Butyl 2-((4bS,8S,8aR)-8-carbamoyl-4b,8-dimethyl-4b,5,6,7,8,8a,9,10-octahydrophenanthren-3-yloxy)ethylcarbamate